ClC1=CN=CC2=CC=C(C=C12)C=1N=C(SC1)N (4-chloroisoquinolin-6-yl)thiazol-2-amine